C1(=CC=CC=C1)N1C(=NC(=C1)C1=CC=CC=C1)SC1=CC(OC2=CC=CC=C12)=O 4-(1,4-diphenyl-1H-imidazole-2-ylthio)-2H-chromen-2-one